4-(((4-(4-Methoxy-3-methylphenyl)bicyclo[2.2.2]octan-1-yl)methyl)(4-(1-(3-methylpentan-3-yl)-1H-pyrazol-4-yl)pyridin-2-yl)carbamoyl)cyclohexyl trans-4-hydroxypiperidine-1-carboxylate OC1CCN(CC1)C(=O)OC1CCC(CC1)C(N(C1=NC=CC(=C1)C=1C=NN(C1)C(CC)(CC)C)CC12CCC(CC1)(CC2)C2=CC(=C(C=C2)OC)C)=O